(S)-2,2-dimethyl-3-(6-(3-(trifluoromethyl)phenyl)-4-((3-(trifluoromethyl)phenyl)sulfonyl)-3,4-dihydro-2H-benzo[b][1,4]oxazin-2-yl)propanoic acid CC(C(=O)O)(C[C@H]1CN(C2=C(O1)C=CC(=C2)C2=CC(=CC=C2)C(F)(F)F)S(=O)(=O)C2=CC(=CC=C2)C(F)(F)F)C